CC1=CN(C(=O)NC1=O)[C@@H]2C[C@@H]([C@H](O2)CO)O alpha-Thymidine